COC1=CC=C(C=C1)CN(C=1C(=C(C(=CC1)C(F)(F)F)C1CC=2N=C(N=C(C2CO1)O)SC)F)CC1=CC=C(C=C1)OC 7-[3-[bis[(4-methoxyphenyl)methyl]amino]-2-fluoro-6-(trifluoromethyl)phenyl]-2-methylsulfanyl-7,8-dihydro-5H-pyrano[4,3-d]pyrimidin-4-ol